O[C@@H]1[C@@]2(C[C@@H]2[C@H]([C@@H]1O)N1C2=NC(=NC(=C2N=C1)NC)C#CC=1C=NC=CC1)C(=O)NC (1S,2R,3S,4R,5S)-2,3-dihydroxy-N-methyl-4-(6-(methylamino)-2-(pyridin-3-ylethynyl)-9H-purin-9-yl)bicyclo[3.1.0]hexane-1-carboxamide